2-methyl-1-[4-(2-hydroxyethoxy)phenyl]propan-1-one CC(C(=O)C1=CC=C(C=C1)OCCO)C